FC=1C(=C(C(=O)O)C(=CC1F)OC)CSC1=CC=CC=C1 3,4-difluoro-6-methoxy-2-((phenylthio)methyl)benzoic acid